C(C1=C(C=CC2=CC=CC=C12)O)C1=C(C=CC2=CC=CC=C12)O 1,1'-methylene-di(2-naphthol)